(Z)-1-(6-bromo-5-(4-(trifluoromethyl)phenethoxy)-1H-indol-3-yl)ethan-1-one oxime BrC1=C(C=C2C(=CNC2=C1)\C(\C)=N/O)OCCC1=CC=C(C=C1)C(F)(F)F